1-((S)-7-((3R,4R)-4-(2-chloro-6-fluorophenyl)-6,6-dimethyltetrahydro-2H-pyran-3-carbonyl)-6-methyl-2,7-diazaspiro[3.5]nonan-2-yl)prop-2-en-1-one ClC1=C(C(=CC=C1)F)[C@H]1[C@H](COC(C1)(C)C)C(=O)N1[C@H](CC2(CN(C2)C(C=C)=O)CC1)C